ClC=1C=C(OC2=C(C=C(C=C2)S(=O)(=O)C)C=2C3=C(C(N(C2)C)=O)NC=C3)C=CC1 4-[2-(3-chlorophenoxy)-5-(methylsulfonyl)phenyl]-6-methyl-1,6-dihydro-7H-pyrrolo[2,3-c]pyridin-7-one